pyridine-1,2-dicarboxylic acid N1(C(C=CC=C1)C(=O)O)C(=O)O